NC1=NC=CC=C1C1=NC=2C(=NC(=CC2)C2=CC=CC=C2)N1C1=CC=C(CN2CC3CCC(C2)N3C(=O)C=3C=CC(=C(C=O)C3)O)C=C1 5-(3-(4-(2-(2-aminopyridin-3-yl)-5-phenyl-3H-imidazo[4,5-b]pyridin-3-yl)benzyl)-3,8-diazabicyclo[3.2.1]octane-8-carbonyl)-2-hydroxybenzaldehyde